[K].CC1(CC(C1)N1CC(C1)S(=O)(=O)NC(NC1=C2CCCC2=CC=2CCCC12)=O)C 1-(3,3-Dimethylcyclobutyl)-N-((1,2,3,5,6,7-hexahydro-s-indacen-4-yl)carbamoyl)azetidine-3-sulfonamide, Potassium Salt